5-[(3-{4-[(1,1-dioxo-1λ6-thian-4-yl)amino]-1-(2,2,2-trifluoroethyl)-1H-indol-2-yl}prop-2-yn-1-yl)amino]-N-(pyridin-3-yl)pyridine-2-carboxamide O=S1(CCC(CC1)NC1=C2C=C(N(C2=CC=C1)CC(F)(F)F)C#CCNC=1C=CC(=NC1)C(=O)NC=1C=NC=CC1)=O